C(C)C(COC(C=C)=O)CC.NCCN1CCN(CC1)CCN N,N'-bis(2-aminoethyl)piperazine 2-Ethylbutyl-acrylate